[4-(2,4,4-trimethylpentan-2-yl)phenoxy]ethanol CC(C)(CC(C)(C)C)C1=CC=C(OC(C)O)C=C1